C(C1=CC=CC=C1)OCCN(C)C 2-benzyloxy-N,N-dimethylethylamine